N1C=C(C2=CC=CC=C12)N(S(=O)(=O)C1=CC=C(C=C1)C(F)(F)F)C N-(1H-indol-3-yl)-N-methyl-4-(trifluoromethyl)benzenesulfonamide